(4-(3-Methyloxyoxetan-3-yl)phenyl)(4-(6-(trifluoromethyl)pyridin-3-yl)piperidin-1-yl)methanone COC1(COC1)C1=CC=C(C=C1)C(=O)N1CCC(CC1)C=1C=NC(=CC1)C(F)(F)F